tert-butyl 3-(bromomethyl)-3-ethyl-piperidine-1-carboxylate BrCC1(CN(CCC1)C(=O)OC(C)(C)C)CC